CN1N=CC=C1N1CC=2C=C3C(=CC2C1=O)C=CC=C3 2-(1-methyl-1H-pyrazol-5-yl)-2,3-dihydro-1H-benzo[f]isoindol-1-one